ClC=1C(=NN(C1NC(=O)N[C@@H]1CN(C[C@H]1C=1C=NC=C(C1)F)CCOC)C1=CC=CC=C1)C1=CC=CC=C1 1-(4-chloro-1,3-diphenyl-1H-pyrazol-5-yl)-3-(trans-4-(5-fluoropyridin-3-yl)-1-(2-methoxyethyl)pyrrolidin-3-yl)urea